1-(5-{[(5-chlorothiophen-2-yl)methyl]amino}-3-[1-(pyridin-3-ylmethyl)piperidin-4-yl]-1H-pyrazol-1-yl)-2,2-dimethylpropan-1-one ClC1=CC=C(S1)CNC1=CC(=NN1C(C(C)(C)C)=O)C1CCN(CC1)CC=1C=NC=CC1